C(CCC(=O)[O-])(=O)OCCCCCCCC\C=C/CC(CCCCCC)OC(CCCCCCC\C=C/C\C=C/CCCCC)=O ((Z)-12-(linoleoyloxy)octadec-9-en-1-yl) succinate